C(CCCCCCCCCCCCC)OC(O)(O)O.CN(C(C1=CC(=CC(=C1)C(F)(F)F)C(F)(F)F)=O)C(C)C1=C(C=NN1C1=NC=CN=C1)S(=O)(=O)C N-methyl-N-(1-(4-(methylsulfonyl)-1-(pyrazin-2-yl)-1H-pyrazol-5-yl)ethyl)-3,5-bis(trifluoromethyl)benzamide tetradecyl-orthocarbonate